methyl-1-(3,4-dimethylphenyl)-4-(4-(3-(p-tolyl)-1,2,4-oxadiazol-5-yl)piperidine-1-carbonyl)pyrrolidin-2-one CC1C(N(CC1C(=O)N1CCC(CC1)C1=NC(=NO1)C1=CC=C(C=C1)C)C1=CC(=C(C=C1)C)C)=O